NC=1C(=C2OC3=C(C(C=CC3=C(C2=CC1)C1=C(C=C(C=C1)C(N[C@@H](C)C1=CC(=CC=C1)C=1SC2=NC(=C3C(=C2N1)N(C=N3)C)NC)=O)C(=O)O)=[NH2+])S(=O)(=O)[O-])S(=O)(=O)O (S)-6-amino-9-(2-carboxy-4-((1-(3-(8-methyl-5-(methylamino)-8H-imidazo[4,5-d]thiazolo[5,4-b]pyridin-2-yl)phenyl)ethyl)carbamoyl)phenyl)-3-iminio-5-sulfo-3H-xanthene-4-sulfonate